FC1=C(C(=CC(=C1)F)F)C1=CC=C(C=C1)[C@H](C)NC(=O)[C@H]1NCCC1 (S)-N-((S)-1-(2',4',6'-trifluoro-[1,1'-biphenyl]-4-yl)ethyl)pyrrolidine-2-carboxamide